6-(((2R,4S)-4-(benzyloxy)pyrrolidin-2-yl)methoxy)-3-fluoro-4-methyl-2-(((R)-1,1,1-trifluoropropan-2-yl)oxy)benzoic acid C(C1=CC=CC=C1)O[C@H]1C[C@@H](NC1)COC1=CC(=C(C(=C1C(=O)O)O[C@@H](C(F)(F)F)C)F)C